4-(4-(bis(2-(2,5-dioxo-2,5-dihydro-1H-pyrrol-1-yl)ethyl)amino)-4-oxobutanamido)-5-oxo-n-pentanoic acid O=C1N(C(C=C1)=O)CCN(C(CCC(=O)NC(CCC(=O)O)C=O)=O)CCN1C(C=CC1=O)=O